N-(4-aminobenzoyl)-L-glutamic acid C1=CC(=CC=C1C(=O)N[C@@H](CCC(=O)O)C(=O)O)N